8-(2,6-diethyl-p-tolyl)-1,2,4,5-tetrahydro-7-oxo-7H-pyrazolo[1,2-d][1,4,5]oxadiazepin-9-yl-2,2-dimethyl-propionate C(C)C1=C(C(=CC(=C1)C=1C(N2N(CCOCC2)C1OC(C(C)(C)C)=O)=O)CC)C